FC1=C(C=CC(=C1CCC=1C=C2C(=NC1)C=NN2C(C)C)F)NS(=O)(=O)C=2C(=NC=C(C2)F)OC N-[2,4-difluoro-3-(2-[1-isopropylpyrazolo[4,3-b]pyridin-6-yl]ethyl)phenyl]-5-fluoro-2-methoxypyridine-3-sulfonamide